2,2,2-Trifluoroethyl 5-fluoro-2-((1-oxo-2,7-naphthyridin-2(1H)-yl)methyl)benzofuran-7-carboxylate Methyl-4-methylnicotinate COC(C1=CN=CC=C1C)=O.FC=1C=C(C2=C(C=C(O2)CN2C(C3=CN=CC=C3C=C2)=O)C1)C(=O)OCC(F)(F)F